FC1=C(C=CC(=C1)O)N1CCC(CC1)(O)CC(=O)OC(C)(C)C tert-butyl 2-(1-(2-fluoro-4-hydroxyphenyl)-4-hydroxypiperidin-4-yl)acetate